C1(=CC=CC=C1)[C@@H]([C@H]1CNC2=C(N1)N=CC=C2)NC[C@@H](C)C=2C=C(C=CC2)CC(=O)O 2-(3-((S)-1-(((S)-phenyl((R)-1,2,3,4-tetrahydropyrido[2,3-b]pyrazin-3-yl)methyl)amino)propan-2-yl)phenyl)acetic acid